N-(amino(3-fluoro-5-(2-hydroxypropan-2-yl)thiophen-2-yl)(oxo)-λ6-sulfaneylidene)-2-(3,5-diisopropyl-2-methylpyridin-4-yl)acetamide NS(=NC(CC1=C(C(=NC=C1C(C)C)C)C(C)C)=O)(=O)C=1SC(=CC1F)C(C)(C)O